4-(2-{[(4aS,7aR)-1-(oxan-3-yl)-octahydro-1H-cyclopenta[b]pyridin-4a-yl]methoxy}-8-fluoro-4-(1,4-oxazepan-4-yl)pyrido[4,3-d]pyrimidin-7-yl)-5-ethynyl-6-fluoro-naphthalen-2-ol O1CC(CCC1)N1[C@H]2[C@@](CCC1)(CCC2)COC=2N=C(C1=C(N2)C(=C(N=C1)C1=CC(=CC2=CC=C(C(=C12)C#C)F)O)F)N1CCOCCC1